4-chloro-2-(1-methyl-1H-pyrazol-5-yl)-1-naphthalen-carbonitrile ClC1=CC(=C(C2=CC=CC=C12)C#N)C1=CC=NN1C